ClC=1C=CC(=NC1C(F)(F)F)[C@H](NC(=O)N1[C@@H](C(NCC1)=O)C)C=1C=NC(=CC1)C(F)(F)F (2R)-N-((R)-(5-chloro-6-(trifluoromethyl)pyridin-2-yl)(6-(trifluoromethyl)pyridin-3-yl)methyl)-2-methyl-3-oxopiperazine-1-carboxamide